methyl-(t-butoxycarbonyl)glycine CN(CC(=O)O)C(=O)OC(C)(C)C